N(=[N+]=[N-])C(C(=O)[O-])C(COC)O 2-azido-3-hydroxy-4-methoxybutanoate